N-benzyl-5-((3-(3-chlorophenyl)ureido)methyl)pyrazolo[1,5-a]pyridine-3-carboxamide C(C1=CC=CC=C1)NC(=O)C=1C=NN2C1C=C(C=C2)CNC(=O)NC2=CC(=CC=C2)Cl